4-(2-(4-(2-acetyl-5-chlorophenyl)-3-methoxy-6-oxopyridazin-1(6H)-yl)-3-(m-tolyl)propanamido)benzoic acid C(C)(=O)C1=C(C=C(C=C1)Cl)C=1C(=NN(C(C1)=O)C(C(=O)NC1=CC=C(C(=O)O)C=C1)CC=1C=C(C=CC1)C)OC